3-(bromomethyl)-2-pyridinecarbonitrile BrCC=1C(=NC=CC1)C#N